C(CCCCCCC\C=C/C[C@H](O)CCCCCC)C(C(=O)O)CCCCCCCCCCCCCCCCCCCC.C(CCCCCCCCC)(=O)NCC(=O)O N-decanoyl-glycine ricinoleyl-behenate